2-(3-aminopiperidin-1-yl)ethan-1-ol NC1CN(CCC1)CCO